3,3'-dimethoxy-4,4'-bismaleimidyl-biphenyl COC=1C=C(C=CC1N1C(C=CC1=O)=O)C1=CC(=C(C=C1)N1C(C=CC1=O)=O)OC